C(#C)C1=C2C(=CC(=CC2=CC=C1F)O)C1=C(C=2N=C(N=C(C2C=N1)N1C[C@H](CCC1)COC)OC[C@]12CCCN2C[C@@H](C1)F)F 5-ethynyl-6-fluoro-4-(8-fluoro-2-{[(2R,7aS)-2-fluorotetrahydro-1H-pyrrolizin-7a(5H)-yl]methoxy}-4-[(3S)-3-(methoxymethyl)piperidin-1-yl]pyrido[4,3-d]pyrimidin-7-yl)naphthalen-2-ol